C1(=CC=CC=C1)OC(CNC(=O)[C@]1([C@@H](CC[C@H](C1)C)C(C)C)O)=O ((1s,2s,5r)-1-hydroxy-2-isopropyl-5-methylcyclohexane-1-carbonyl)glycine phenyl ester